cis-ethyl 4-(7-bromoquinazolin-5-yl)oxycyclohexanecarboxylate BrC1=CC(=C2C=NC=NC2=C1)O[C@H]1CC[C@H](CC1)C(=O)OCC